ClC12CC(C1)(C2)C(=O)NC2=CC(=C(C=C2)C)NC2=NC=CC=C2C2=C1N=CN(C1=NC=N2)C2OCCCC2 3-chloro-N-(4-methyl-3-(3-(9-(tetrahydro-2H-pyran-2-yl)-9H-purin-6-yl)pyridin-2-ylamino)phenyl)bicyclo[1.1.1]pentane-1-carboxamide